NC1=C(N=CC2=C(C(=CC=C12)F)C1=C(N=CS1)COC)C(=O)NCCC 4-amino-7-fluoro-8-(4-(methoxymethyl)thiazol-5-yl)-N-propylisoquinoline-3-carboxamide